(E)-4-(cyclopropyl-(methyl)amino)but-2-enoyl chloride C1(CC1)N(C/C=C/C(=O)Cl)C